CC1(C2CC(C(C1)C2)[Si](OC)(OC)C)C(=O)O[Si](C(C)C)(C(C)C)C(C)C 2-methyl-2-triisopropylsiloxycarbonyl-5-methyldimethoxysilylnorbornane